NN1C(=NN=C1C)C 4-amino-3,5-dimethyl-4H-1,2,4-triazole